COC=1C=C(C2=CC=CC=C2C1)C=1C=CC2=C(N=C(N=C2N2C[C@@H](N(CC2)C(C=C)=O)CC#N)OC[C@H]2N(CCC2)C)N1 ((S)-4-(7-(3-methoxynaphthalen-1-yl)-2-(((S)-1-methylpyrrolidin-2-yl)methoxy)-pyrido[2,3-d]pyrimidin-4-yl)-1-(acryloyl)piperazin-2-yl)acetonitrile